tert-butyl 8-cyano-7-(4-((6-methylpyridin-2-yl) oxy) phenyl)-6-(4-nitrophenyl)-3,4-dihydropyrrolo[1,2-a]pyrazine-2(1H)-carboxylate C(#N)C=1C(=C(N2C1CN(CC2)C(=O)OC(C)(C)C)C2=CC=C(C=C2)[N+](=O)[O-])C2=CC=C(C=C2)OC2=NC(=CC=C2)C